6-[5-carboxypentyl(ethyl)amino]-1,1-dimethyl-3-(4-sulfonatoanilino)-2H-xanthene-10-ium-4-sulfonate sodium salt [Na+].C(=O)(O)CCCCCN(C=1C=C2[O+]=C3C(=C(CC(C3=CC2=CC1)(C)C)NC1=CC=C(C=C1)S(=O)(=O)[O-])S(=O)(=O)[O-])CC